6-bromo-3-chloro-2-fluorobenzaldehyde BrC1=CC=C(C(=C1C=O)F)Cl